9',9''''-(4-(3-(2,6-diphenylpyridin-4-yl)phenyl)pyridine-2,5-diyl)bis(9'H-9,4':5',9''-tercarbazole) C1(=CC=CC=C1)C1=NC(=CC(=C1)C=1C=C(C=CC1)C1=CC(=NC=C1N1C=2C=CC=C(C2C=2C(=CC=CC12)N1C2=CC=CC=C2C=2C=CC=CC12)N1C2=CC=CC=C2C=2C=CC=CC12)N1C=2C=CC=C(C2C=2C(=CC=CC12)N1C2=CC=CC=C2C=2C=CC=CC12)N1C2=CC=CC=C2C=2C=CC=CC12)C1=CC=CC=C1